(3R)-3-(4-chlorophenyl)-2-[(5-chloropyridin-2-yl)methyl]-4-fluoro-3-[(1-hydroxycyclopropyl)methoxy]-6-(2-hydroxypropan-2-yl)-2,3-dihydro-1H-isoindol-1-one ClC1=CC=C(C=C1)[C@@]1(N(C(C2=CC(=CC(=C12)F)C(C)(C)O)=O)CC1=NC=C(C=C1)Cl)OCC1(CC1)O